N-(4-((2,6-diazaspiro[3.5]nonan-2-yl)sulfonyl)-2-fluorophenyl)-8-isopropoxy-7-(1H-pyrazol-4-yl)-[1,2,4]triazolo[1,5-c]pyrimidin-2-amine C1N(CC12CNCCC2)S(=O)(=O)C2=CC(=C(C=C2)NC2=NN1C=NC(=C(C1=N2)OC(C)C)C=2C=NNC2)F